(+)-trans-4-(1-aminoethyl)-1-(4-pyridyl-carbamoyl)cyclohexane NC(C)[C@@H]1CC[C@H](CC1)C(NC1=CC=NC=C1)=O